ClC=1C=C2CCCN(C2=C(C1)C1=C2C(=NC=C1)C=C(S2)CN2C(CCC2=O)=O)[C@H]2C[C@@](NC2)(C(=O)OC)C Methyl (2R,4S)-4-(6-chloro-8-(2-((2,5-dioxopyrrolidin-1-yl)methyl)thieno[3,2-b]pyridin-7-yl)-3,4-dihydroquinolin-1(2H)-yl)-2-methylpyrrolidine-2-carboxylate